C1(CC1)NC(=O)C=1C=C(C(=CC1)C)C1=CC=C(C=C1)C(C(CCCOC)C)=O N-cyclopropyl-4'-(5-methoxy-2-methylpentanoyl)-6-methyl-[1,1'-biphenyl]-3-carboxamide